2-[3,5-dimethyl-4-(4-methylpiperazin-1-yl)phenyl]-5H-pyrrolo[2,3-b]pyrazine CC=1C=C(C=C(C1N1CCN(CC1)C)C)C=1N=C2C(=NC1)NC=C2